2,6-diaminonaphthol NC1=C(C2=CC=C(C=C2C=C1)N)O